5-(4-methylphenyl)-2,4-pentadienoic acid CC1=CC=C(C=C1)C=CC=CC(=O)O